C(C)(=O)CCC(=O)CC(C(CC)=O)=O Acetylpropionyl-(2,3-Pentandion)